2-(2-methylpropoxy)pyrazine CC(COC1=NC=CN=C1)C